3-(1H-benzo[d]imidazol-6-yl)-6-(6-methoxypyridin-3-yl)-1,4-dihydrothieno[2',3':4,5]cyclopenta[1,2-c]pyrazole N1C=NC2=C1C=C(C=C2)C=2C1=C(NN2)C2=C(C1)SC(=C2)C=2C=NC(=CC2)OC